(tert-butyldimethylsilyl)iodotriphenyl-phosphane 4,4-bis-(t-butyl-peroxy)-n-butyl-valerate C(C)(C)(C)OOC(CCCOC(CCCC)=O)OOC(C)(C)C.[Si](C)(C)(C(C)(C)C)C=1C(=C(C=CC1)P(C1=CC=CC=C1)C1=CC=CC=C1)I